C(C)(=O)O[C@@H]1COC2=C1C=C(C=C2S(NC2=C(C(=C(C=C2)F)C=2C(=C1C=NC(=NC1=CC2)NC2CCN(CC2)C)F)F)(=O)=O)Cl (3S)-5-chloro-7-[(2,4-difluoro-3-{5-fluoro-2-[(1-methylpiperidin-4-yl) amino] quinazolin-6-yl} phenyl) sulfamoyl]-2,3-dihydro-1-benzofuran-3-yl acetate